OCCOCCOCCOCCOCC(COCCCCCCCC(=O)OC(CCCCCCCC)CCCCCCCC)OCCCCCCCC(=O)OC(CCCCCCCC)CCCCCCCC 1-octylnonyl 8-[3-[2-[2-[2-(2-hydroxyethoxy)ethoxy]ethoxy] ethoxy]-2-[8-(1-octylnonoxy)-8-oxo-octoxy]propoxy]octanoate